C(C1=CC=CC=C1)OCCOC1=C(C=CC(=C1)Br)O 2-{[2-(benzyloxy)ethyl]oxy}-4-bromophenol